FC=1C=CC(=NC1)COC=1C=C(C=CC1NS(=O)(=O)CC(F)(F)F)C1=NNC(=C1C(=O)N)NC1=NC=CN=C1 3-(3-((5-fluoropyridin-2-yl)methoxy)-4-((2,2,2-trifluoroethyl)sulfonamido)phenyl)-5-(pyrazin-2-ylamino)-1H-pyrazole-4-carboxamide